4-(di-t-butylphosphino)-N,N-dimethylpiperidinium chloride [Cl-].C(C)(C)(C)P(C1CC[N+](CC1)(C)C)C(C)(C)C